C(C)OC(C=CC1=C(C=CC=C1)OC(=O)OC)=O 3-[2-[(methoxycarbonyl)oxy]phenyl]prop-2-enoic acid ethyl ester